2-{[(butylmercapto)thiocarbonyl]mercapto}propanoic acid C(CCC)SC(=S)SC(C(=O)O)C